4-[(1R,3S)-1-(4-fluorophenyl)-6,8-dimethoxy-3-methylisochroman-5-yl]-5-[(S)-2-hydroxypropyl]benzene-1,2-diol FC1=CC=C(C=C1)[C@H]1O[C@H](CC2=C(C(=CC(=C12)OC)OC)C=1C=C(C(=CC1C[C@H](C)O)O)O)C